2-hydroxypropyl-N,N-dimethylammonio chloride OC(C[N+](C)(C)Cl)C